FC1=CC=C(C=C1)C(N1[C@@H](CN[C@H](C1)C)CNS(=O)(=O)C)C1=CC=C(C=C1)F N-(((2s,5s)-1-(bis(4-fluorophenyl)methyl)-5-methylpiperazin-2-yl)methyl)methanesulfonamide